ClC1=CC2=C(C(NN=C2)=O)C(=N1)OC 7-chloro-5-methoxypyrido[3,4-d]pyridazin-4(3H)-one